C(CCC)C=1C=C(C=CC1)C1=CC(=NN1C1=CC=CC=C1)[NH-] [5-(3-butylphenyl)-1-phenyl-1H-pyrazol-3-yl]amide